N-ethyl-5-methyl-N-pyridazin-4-yl-pyrazole-4-carboxamide C(C)N(C(=O)C=1C=NNC1C)C1=CN=NC=C1